FC1=C2C(=CC=NC2=CC=C1)C1=NNC2=NC(=CN=C21)N2C[C@@H]1[C@]([C@@H]1CC2)(C2=NOC(=C2)C)CN ((1S,6R,7S)-3-(3-(5-fluoroquinolin-4-yl)-1H-pyrazolo[3,4-b]pyrazin-6-yl)-7-(5-methylisoxazol-3-yl)-3-azabicyclo[4.1.0]heptan-7-yl)methanamine